Cl.CO[C@H]1COC2(CNC2)C1 (R)-7-methoxy-5-oxa-2-azaspiro[3.4]Octane hydrochloride